3,3-dicyclopropyl-N-[4-(3,5-dimethyl-1H-pyrazol-4-yl)phenyl]-2-[5-(1,5-dimethylpyrazol-4-yl)-4H-1,2,4-triazol-3-yl]propanamide C1(CC1)C(C(C(=O)NC1=CC=C(C=C1)C=1C(=NNC1C)C)C1=NN=C(N1)C=1C=NN(C1C)C)C1CC1